1-(4-cyclobutyl-3-cyclohexyl-1-methyl-1H-pyrazol-5-yl)-3-(3,3-difluorocyclobutyl)urea C1(CCC1)C=1C(=NN(C1NC(=O)NC1CC(C1)(F)F)C)C1CCCCC1